6-{7-fluoroimidazo[1,2-a]pyridin-3-yl}-N-{[4-(2-methyl-2H-1,2,3-triazol-4-yl)phenyl]methyl}pyrimidin-4-amine FC1=CC=2N(C=C1)C(=CN2)C2=CC(=NC=N2)NCC2=CC=C(C=C2)C2=NN(N=C2)C